CC=1C=C(C(=O)N2CC3=CC(=CC=C3CC2)C(C(=O)O)CC2=CC3=C(OCO3)C=C2C)C=CC1C [2-(3,4-dimethylbenzoyl)-3,4-dihydro-1H-isoquinolin-7-yl]-3-(6-methyl-1,3-benzodioxol-5-yl)propanoic Acid